CC1=CC=C([Se]1)C1=C(C=CC=C1)CC(=O)O 2-(2-(5-Methylselenophen-2-yl)phenyl)acetic acid